ClC=1C=C2C(CO[C@H](C2=CC1)[C@H]1O[C@H]([C@@H]([C@@H]1O)O)N1C=CC2=C1N=CN=C2C)(C)C (2S,3S,4R,5R)-2-((R)-6-chloro-4,4-dimethylisochroman-1-yl)-5-(4-methyl-7H-pyrrolo[2,3-d]pyrimidin-7-yl)tetrahydrofuran-3,4-diol